C(CCCCC)C(C(=O)OCCN(C(OCCSSCCNC(CCN1CCOCC1)=O)=O)CCOC(C(CCCCCCCC)CCCCCC)=O)CCCCCCCC 3-(2-((2-hexyldecanoyl)oxy)ethyl)-15-morpholino-4,13-dioxo-5-oxa-8,9-dithia-3,12-diazapentadecyl 2-hexyldecanoate